(R)-N-((5-ethynyl-3-methoxythiophen-2-yl)methyl)-2-(9-(pyridin-2-yl)-6-oxaspiro[4.5]decan-9-yl)ethylamine C(#C)C1=CC(=C(S1)CNCC[C@]1(CCOC2(CCCC2)C1)C1=NC=CC=C1)OC